N[C@@H](CCN(C(OC(C)(C)C)=O)C[C@H](CNC(=O)OC(C)(C)C)O)CO[Si](C)(C)C(C)(C)C tert-butyl N-[(3S)-3-amino-4-[tert-butyl(dimethyl)silyl]oxy-butyl]-N-[(2S)-3-(tert-butoxycarbonylamino)-2-hydroxy-propyl]carbamate